2-[(1-Benzyl-azetidine-3-carbonyl)-methyl-amino]-5-oxo-5H-thieno[3,2-b]pyran-6-carboxylic acid C(C1=CC=CC=C1)N1CC(C1)C(=O)N(C1=CC=2OC(C(=CC2S1)C(=O)O)=O)C